BrC1=CC2=C(OCCCS2(=O)=O)S1 2-bromo-5H,6H,7H-4λ6-thieno[2,3-b][1,4]oxathiepine-4,4-dione